5-(4-chlorophenyl)-1-isopropyl-4-oxo-1,4-dihydropyridazine-3-carboxylic acid ClC1=CC=C(C=C1)C=1C(C(=NN(C1)C(C)C)C(=O)O)=O